C(C1=CC=CC=C1)N1C(C2=CC=CC=C2C2(C1=O)CCCCC2)=O 2'-benzylspiro[cyclohexane-1,4'-isoquinoline]-1',3'-dione